(±)-Ethyl-3-(2-chloro-6-morpholino-9H-purin-9-yl)-4-hydroxytetrahydrothiophene-3-carboxylate C(C)OC(=O)C1(CSCC1O)N1C2=NC(=NC(=C2N=C1)N1CCOCC1)Cl